phenyl p-aminosalicylate (Phenyl Aminosalicylate) C1(=CC=CC=C1)NOC=1C(C(=O)O)=CC=CC1.NC=1C=C(C(C(=O)OC2=CC=CC=C2)=CC1)O